FC(C1=CC=C(CN2[C@H](CC3(CC3)CC2)C(=O)NC2(CC2)C2=CC=C(C(=O)OC)C=C2)C=C1)(F)F methyl (R)-4-(1-(6-(4-(trifluoromethyl)benzyl)-6-azaspiro[2.5]octane-5-carboxamido)cyclopropyl)benzoate